C(=O)(OC(C)(C)C)CC(C(=O)O)(C)N Boc-2-amino-2-methylpropanoic acid